N-(4-(4-fluoro-4-(4-fluorophenyl)azepan-1-yl)-2,6-dimethylphenyl)-3,3-dimethylbutanamide FC1(CCN(CCC1)C1=CC(=C(C(=C1)C)NC(CC(C)(C)C)=O)C)C1=CC=C(C=C1)F